C=C(C)C1=C(C=C2CCCC2=C1)N 6-(prop-1-en-2-yl)-2,3-dihydro-1H-inden-5-amine